ClC=1C=CC(=C(C1)C1=NC=C(C(=N1)NC=1C(=NN(C1)COCC[Si](C)(C)C)C1=NC2=C(N1)C=CC(=C2)CN2CCOCC2)OC)F 2-(5-Chloro-2-fluorophenyl)-5-methoxy-N-(3-(5-(morpholinomethyl)-1H-benzo[d]imidazol-2-yl)-1-((2-(trimethylsilyl)ethoxy)methyl)-1H-pyrazol-4-yl)pyrimidin-4-amine